2-bromo-3-methylbutanal BrC(C=O)C(C)C